P(=O)(O)(O)O.FC1=C(C(=C(C(=N1)C(=O)O)F)F)F tetrafluoro(picolinic acid) phosphate